hydroxymethyl sulfide bis(3-mercaptobutyrate) SC(CC(=O)O)C.SC(CC(=O)O)C.OCSCO